C(C)(C)OC(C(C)=O)C(C)=O isopropoxy(acetylacetone)